NC1=C(C(=O)O)C=C(C(=C1)Cl)F 2-amino-4-chloro-5-fluorobenzoic acid